O(C1=CC=CC=C1)CC1=CC=C(OC2C(COC2)NS(=O)(=O)C(C)C)C=C1 Propane-2-sulfonic acid [4-(4-phenoxymethyl-phenoxy)-tetrahydro-furan-3-yl]-amide